C1CCNC(=O)CNC(=O)[C@H](CSSC[C@@H](C(=O)NCC(=O)NCCCNC1)NC(=O)CC[C@@H](C(=O)O)N)NC(=O)CC[C@@H](C(=O)O)N The molecule is an organic disulfide resulting from the formal oxidative coupling of the thiol groups of N(1),N(8)-bis(glutathionyl)-spermidine from the insect-parasitic trypanosomatid Crithidia fasciculata. It derives from a trypanothione. It is a conjugate base of a trypanothione disulfide(1+).